(2R,3R,4S,5R)-2-(6-amino-9H-purin-9-yl)-5-(hydroxymethyl)tetrahydrofuran-3,4-diol NC1=C2N=CN(C2=NC=N1)[C@@H]1O[C@@H]([C@H]([C@H]1O)O)CO